(S)-1-(6-(4-chlorophenyl)-2-(3-hydroxyphenyl)pyrimidin-4-yl)pyrrolidin-3-ol formate C(=O)O[C@@H]1CN(CC1)C1=NC(=NC(=C1)C1=CC=C(C=C1)Cl)C1=CC(=CC=C1)O